N-(6-(3-(3-isopropoxypyridin-2-yl)-1,2,4-thiadiazol-5-ylamino)-5-(trifluoromethyl)pyridin-3-yl)-N-methylacetamide C(C)(C)OC=1C(=NC=CC1)C1=NSC(=N1)NC1=C(C=C(C=N1)N(C(C)=O)C)C(F)(F)F